COC(=O)C1=C(OC=C1)C1=CC(=C(C=C1)OC)[N+](=O)[O-].COC=1C=C(C=CC1)C1=NN2C(=NC=3C=C(C=CC3C2=N1)C)N[C@@H]1C(NCCCC1)=O (3S)-3-{[2-(3-methoxyphenyl)-8-methyl-[1,2,4]triazolo[1,5-c]quinazolin-5-yl]amino}azepan-2-one methyl-2-(4-methoxy-3-nitrophenyl)furan-3-carboxylate